6-([1,1'-Biphenyl]-4-yl)-N-((tetrahydro-2H-pyran-2-yl)oxy)chromane-2-carboxamide C1(=CC=C(C=C1)C=1C=C2CCC(OC2=CC1)C(=O)NOC1OCCCC1)C1=CC=CC=C1